ClC1=CC=C(C=C1)N1N=C(N(C1=O)CC(=O)OCC)N1N=C(C(C1)C1=CC=CC=C1)C1=CC=C(C=C1)Cl ethyl 2-(1-(4-chlorophenyl)-3-(3-(4-chlorophenyl)-4-phenyl-4,5-dihydro-1H-pyrazol-1-yl)-5-oxo-1,5-dihydro-4H-1,2,4-triazol-4-yl)acetate